CO[C@@H]1[C@@H](COC1)N1C(=CC2=C1N=C(N=C2)NC2=C1C(=NC=C2)OCC[C@H](O1)C)C#N 7-((3R,4R)-4-methoxytetrahydrofuran-3-yl)-2-(((R)-2-methyl-3,4-dihydro-2H-[1,4]dioxepino[2,3-b]pyridin-9-yl)amino)-7H-pyrrolo[2,3-d]pyrimidine-6-carbonitrile